1-(4-Methylthiazol-2-yl)-3-(7-((pyridin-3-ylmethyl)amino)quinazolin-2-yl)urea CC=1N=C(SC1)NC(=O)NC1=NC2=CC(=CC=C2C=N1)NCC=1C=NC=CC1